C1(=CC=CC=C1)C(C1=CC=CC=C1)=NC1=CSC=2C=NN(C(C21)=O)CC 3-((Diphenylmethylene)amino)-5-ethylthieno[2,3-d]pyridazin-4(5H)-one